1-ethyl-3-methylimidazole bis-trifluoromethanesulfonyl-amide salt FC(S(=O)(=O)[N-]S(=O)(=O)C(F)(F)F)(F)F.C(C)N1CN(C=C1)C